CN1C(NC2=C(C1=O)SC(=C2)CN2CCN(CC2)C=2C=CC=1N(C2C)C(=NC1)NC)=O 3-methyl-6-((4-(5-methyl-3-(methylamino)imidazo[1,5-a]pyridin-6-yl)piperazin-1-yl)methyl)thieno[3,2-d]pyrimidine-2,4(1H,3H)-dione